[Cu].[Ti] titanium copper